4-(1,1-dimethylpropyl)phenylphosphite CC(CC)(C)C1=CC=C(C=C1)OP([O-])[O-]